ClC1=C(C=CC=C1)[C@@H](C)OC(=O)NC1=CN=NN1C 5-((((R)-1-(2-chlorophenyl)ethoxy)carbonyl)amino)-1-methyl-1H-1,2,3-triazol